methyl (S)-4-(1-(1-(4-(benzyloxy)benzyl)-6-(trifluoromethyl)-2,3-dihydro-1H-imidazo[1,2-b]pyrazole-7-carboxamido)ethyl)benzoate C(C1=CC=CC=C1)OC1=CC=C(CN2CCN3N=C(C(=C32)C(=O)N[C@@H](C)C3=CC=C(C(=O)OC)C=C3)C(F)(F)F)C=C1